[Si](C)(C)(C(C)(C)C)OC12CC(C1)(C2)COC(=S)NN ((((3-((tert-butyldimethylsilyl)oxy)bicyclo(1.1.1)pentan-1-yl)methoxy)methanethioyl)amino)amine